FC1=CC=C(C=C1)C(C#N)=C1CCN(CC1)C(=O)N1CCC(CC1)COC 2-(4-fluorophenyl)-2-(1-(4-(methoxymethyl)piperidine-1-carbonyl)piperidin-4-ylidene)acetonitrile